1-(methylthio)heptan-3-amine CSCCC(CCCC)N